ClC1=C(C=C(C=C1)S(=O)(=O)NC(=O)[C@H]1N(CC2=CC(=CC=C2C1)OCCC)CC1=CC=C(C=C1)C#N)[N+](=O)[O-] (S)-N-((4-chloro-3-Nitrophenyl)sulfonyl)-2-(4-cyanobenzyl)-7-propoxy-1,2,3,4-tetrahydroisoquinoline-3-carboxamide